[N+](#[C-])CCC1=C(C(=C(C(=O)C2=CC=CC=C2)C=C1)O)O isocyanoethyl-2,3-dihydroxybenzophenone